ClC1=C(C(=C(CC(C(=O)N)(C)C)C=C1)F)C=1NC(C=C(N1)C1=CN=C(S1)C#CC)=O (4-chloro-2-fluoro-3-{6-oxo-4-[2-(1-propynyl)thiazol-5-yl]-1,6-dihydropyrimidin-2-yl}benzyl)isobutyramide